7-(4-cyclopropyl-6-methoxypyrimidin-5-yl)-1-(3-fluoro-4-(1-methyl-4-(trifluoromethyl)-1H-imidazol-2-yl)benzyl)-3-methyl-3,4-dihydropyrimido[4,5-d]pyrimidin-2(1H)-one C1(CC1)C1=NC=NC(=C1C1=NC=C2C(=N1)N(C(N(C2)C)=O)CC2=CC(=C(C=C2)C=2N(C=C(N2)C(F)(F)F)C)F)OC